BrC1=C(C=CC(=C1)\C=C\C=1SC2=C(N1)C=C(C(=C2)NCCOCCF)C)O (E)-2-bromo-4-(2-(6-((2-(2-fluoroethoxy)ethyl)amino)-5-methylbenzo[d]thiazol-2-yl)vinyl)phenol